N12C(CN(CC1)CC2)C(=O)N 1,4-diazabicyclo[2.2.2]Octane-2-carboxamide